C1(CC1)CCOC=1C(N2C3=C(C(=C(C(=C3C1)F)N1S(N=CC1=O)(=O)=O)OCOC)CC2)=O (5-(2-cyclopropylethoxy)-7-fluoro-9-(methoxymethoxy)-4-oxo-1,2-dihydro-4H-pyrrolo[3,2,1-ij]quinolin-8-yl)-1,2,5-thiadiazolin-3-one 1,1-dioxide